(R)-N-((S)-(6-((R)-amino(cyclopropyl)methyl)-1-((2-(trimethylsilyl)ethoxy)methyl)-1H-benzo[d]imidazol-2-yl)((1R,3s,5S)-bicyclo[3.1.0]hexan-3-yl)methyl)-2-methylpropane-2-sulfinamide N[C@@H](C=1C=CC2=C(N(C(=N2)[C@@H](N[S@](=O)C(C)(C)C)C2C[C@H]3C[C@H]3C2)COCC[Si](C)(C)C)C1)C1CC1